(2R)-2-(2-((R)-1-(4-chlorophenyl)-1-phenylethoxy)ethyl)-1-methylpyrrolidine-1-oxide ClC1=CC=C(C=C1)[C@](C)(OCC[C@@H]1[N+](CCC1)(C)[O-])C1=CC=CC=C1